bis-(3-triethoxysilyl-1-propyl)ethyltrithiophosphonate C(C)O[Si](CCCSP(SCCC[Si](OCC)(OCC)OCC)(=S)CC)(OCC)OCC